2-Isopropyl-5-methyl-piperidine C(C)(C)C1NCC(CC1)C